CS(=O)(=O)C1(CC1)CNC1=NN=C(C2=CC=CC=C12)C1=CC=C(C=C1)C(F)(F)F N-((1-(methylsulfonyl)cyclopropyl)methyl)-4-(4-(trifluoromethyl)phenyl)phthalazin-1-amine